C(C(C)C)C1=CC(=CC=2C(=NOC21)C)C2=NC1=C(N2CCC)C=C(C=C1)N1CCOCC1 7-isobutyl-3-methyl-5-(6-morpholino-1-propyl-1H-benzo[d]imidazol-2-yl)benzo[d]isoxazole